OC(CC1=C(C(=O)N)C=CC=C1C(=O)N)CO 2,3-dihydroxypropyl-isophthalamide